1-(5-{5-[2-Ethoxy-6-(trifluoromethyl)pyridin-4-yl]-7-[{[1-(methoxymethyl)cyclohexyl]methyl}(methyl)amino]-1H-imidazo[4,5-b]pyridin-2-yl}pyrazin-2-yl)piperidin C(C)OC1=NC(=CC(=C1)C1=CC(=C2C(=N1)N=C(N2)C=2N=CC(=NC2)N2CCCCC2)N(C)CC2(CCCCC2)COC)C(F)(F)F